[1,7]naphthyridine-6-carboxylic acid ethyl ester C(C)OC(=O)C=1C=C2C=CC=NC2=CN1